7-(((3R,4S)-4-fluoro-3-methylpiperidin-1-yl)methyl)-3-methyl-N-(3-((1s,3S)-3-methyl-1-(4-methyl-4H-1,2,4-triazol-3-yl)cyclobutyl)phenyl)-1H-pyrrolo[3,2-b]pyridine-5-carboxamide F[C@@H]1[C@@H](CN(CC1)CC1=C2C(=NC(=C1)C(=O)NC1=CC(=CC=C1)C1(CC(C1)C)C1=NN=CN1C)C(=CN2)C)C